C1(CCC1)C[C@@H](C#C)NC(=O)[C@@H]1[C@H]2C([C@H]2CN1C([C@H](C(C)(C)C)NC(C(F)(F)F)=O)=O)(C)C (1R,2S,5S)-N-((S)-1-cyclobutylbut-3-yn-2-yl)-3-((S)-3,3-dimethyl-2-(2,2,2-trifluoroacetamido)butanoyl)-6,6-dimethyl-3-azabicyclo[3.1.0]hexane-2-carboxamide